1-(tert-butyl) 3-methyl (3R,6R)-6-methyl-4-(1-methyl-3-nitro-2-oxo-1,2-dihydroquinolin-4-yl)piperazine-1,3-dicarboxylate C[C@@H]1CN([C@H](CN1C(=O)OC(C)(C)C)C(=O)OC)C1=C(C(N(C2=CC=CC=C12)C)=O)[N+](=O)[O-]